CC=1N=C(N=NC1C1=C(C=C(C=C1)C(F)(F)F)O)N1CC=2N(C[C@H]1C)N=CC2 (R)-2-(5-methyl-3-(6-methyl-6,7-dihydropyrazolo[1,5-a]pyrazin-5(4H)-yl)-1,2,4-triazin-6-yl)-5-(trifluoromethyl)phenol